trans-nonanal C(CCCCCCCC)=O